CC1=C(C(=O)O)C=CC=C1.CC1=C(C(=O)O)C=CC=C1.P(=O)(OOC(C1=CC=C(C=C1)CCC)=O)(O)O p-n-propylbenzoyloxy phosphate bis(2-methylbenzoate)